5-(4'-((5-(azidomethyl)-2-butyl-4-chloro-1H-imidazol-1-yl)methyl)-[1,1'-biphenyl]-2-yl)-1H-tetrazole N(=[N+]=[N-])CC1=C(N=C(N1CC1=CC=C(C=C1)C1=C(C=CC=C1)C1=NN=NN1)CCCC)Cl